N-(2-aminophenyl)-3-(1,3-dioxoisoindoline-2-yl)benzamide NC1=C(C=CC=C1)NC(C1=CC(=CC=C1)N1C(C2=CC=CC=C2C1=O)=O)=O